C12CCC(C3OC4CC=CC=C4C=C13)C2 Hexahydro-1H-1,4-methanoxanthene